OP(O)OP(O)O.C(C)(C)(C)C1=C(C(=CC(=C1)C(C)(C)CC(C)(C)C)C(C)(C)C)C(O)(C(CO)(CO)CO)C1=C(C=C(C=C1C(C)(C)C)C(C)(C)CC(C)(C)C)C(C)(C)C bis(2,6-di-tert-butyl-4-tert-octylphenyl)pentaerythritol diphosphite